(S)-3-Ethyl-2-(2-methylpyridin-4-yl)-5-(pyrrolidin-3-yloxy)-1H-indol C(C)C1=C(NC2=CC=C(C=C12)O[C@@H]1CNCC1)C1=CC(=NC=C1)C